trans-tert-butyl 3-(4-(4-amino-3-(4-phenoxyphenyl)-1H-pyrazolo[3,4-d]pyrimidin-1-yl)-3-fluoropiperidin-1-yl)-[1,3'-biazetidin]-1'-carboxylate NC1=C2C(=NC=N1)N(N=C2C2=CC=C(C=C2)OC2=CC=CC=C2)[C@H]2[C@@H](CN(CC2)C2CN(C2)C2CN(C2)C(=O)OC(C)(C)C)F